N,N-dimethyl-2-(thiophen-3-yl)aniline CN(C1=C(C=CC=C1)C1=CSC=C1)C